C1=NC=CC2=CC=C(C=C12)OCCC=1C=C2C(=CNC2=CC1)NC(C)=O N-{5-[2-(isoquinolin-7-yloxy)ethyl]-1H-indol-3-yl}acetamide